3-((3-((7-((adamantan-1-yl)(methyl)amino)heptyl)amino)phenyl)amino)piperidine-2,6-dione C12(CC3CC(CC(C1)C3)C2)N(CCCCCCCNC=2C=C(C=CC2)NC2C(NC(CC2)=O)=O)C